4-chloro-6-methoxy-2-methyl-N-(tetrahydro-2H-pyran-4-yl)quinazolin-7-amine ClC1=NC(=NC2=CC(=C(C=C12)OC)NC1CCOCC1)C